5-(benzylamino)-8-methyl-2-(3-methyl-1-benzofuran-2-yl)quinoline-4-carboxylic acid C(C1=CC=CC=C1)NC1=C2C(=CC(=NC2=C(C=C1)C)C=1OC2=C(C1C)C=CC=C2)C(=O)O